FC=1C=C(CN2C(C=3C=C(C(=NC3C=C2)C)C(=O)O)=O)C=CC1 6-(3-fluorobenzyl)-2-methyl-5-oxo-5,6-dihydro-1,6-naphthyridine-3-carboxylic acid